C(C)C1=NOC(=C1)C=1C=CC(=C(C1)S(=O)(=O)N1CCCC2=CC=CC(=C12)C)C 1-[5-(3-Ethyl-1,2-oxazol-5-yl)-2-methylbenzenesulfonyl]-8-methyl-1,2,3,4-tetrahydroquinoline